2-methyl-2-(4-nitrophenyl)propane-1,3-diol CC(CO)(CO)C1=CC=C(C=C1)[N+](=O)[O-]